C1(=CC=CC=C1)CSC=1C=CC2=C(N=C(O2)C(C)(C)C)C1 5-(phenylmethylthio)-2-(tert-butyl)benzo[d]oxazole